COC(=O)C1=CC(=NC=C1OC1=CC(=CC=C1)C(F)(F)F)C(=C)OCC 2-(1-ethoxyvinyl)-5-[3-(trifluoromethyl)phenoxy]Pyridine-4-carboxylic acid methyl ester